1,3,9-tribromodibenzo[b,d]furan BrC1=CC(=CC=2OC3=C(C21)C(=CC=C3)Br)Br